The molecule is a chlorobenzoic acid that is benzoic acid in which the ring hydrogens at positions 2 and 5 are substituted by chloro groups. It is a chlorobenzoic acid and a dichlorobenzene. C1=CC(=C(C=C1Cl)C(=O)O)Cl